COC(C1=C(C=CC(=C1)S(=O)(=O)N1[C@H](CCC2=CC=CC=C12)CC)O)=O (S)-5-((2-Ethyl-3,4-dihydroquinolin-1(2H)-yl)sulfonyl)-2-hydroxybenzoic acid methyl ester